NCC1=NN(C=2N(C([C@@H]([C@@H](C21)C2=CC=C(C=C2)F)NC(C2=CC(=CC=C2)C(F)(F)F)=O)=O)CC)C2=CC=CC=C2 |r| rac-N-((4R,5R)-3-(aminomethyl)-7-ethyl-4-(4-fluorophenyl)-6-oxo-1-phenyl-4,5,6,7-tetrahydro-1H-pyrazolo[3,4-b]pyridine-5-yl)-3-(trifluoromethyl)benzamide